C1(=CC=CC=C1)P(C(C=1SC=CC1)C=1N(C2=CC=CC=C2C1C1=CC=CC=C1)S(=O)(=O)C1=CC=C(C)C=C1)C1=CC=CC=C1 diphenyl-((3-phenyl-1-p-toluenesulfonyl-1H-indolyl)(thienyl)methyl)phosphine